3,5-bis(bromomethyl)-2,4,6-triphenylbenzyl alcohol BrCC=1C(=C(CO)C(=C(C1C1=CC=CC=C1)CBr)C1=CC=CC=C1)C1=CC=CC=C1